7-(7-oxo-7,8-dihydro-1,8-naphthyridin-4-yl)dihydroisoquinoline O=C1C=CC=2C(=CC=NC2N1)C1=CC=C2C=CNCC2=C1